F[C@@H]1[C@H](C1)N1C(C(=CC=C1)NC(=O)C1=CC2=CN(N=C2C=C1OC(C)C)[C@]12CO[C@](CC1)(C2)C)=O N-(1-((1S,2S)-2-fluorocyclopropyl)-2-oxo-1,2-dihydropyridin-3-yl)-6-isopropoxy-2-((1R,4R)-1-methyl-2-oxabicyclo[2.2.1]heptan-4-yl)-2H-indazole-5-carboxamide